NC1=CC(=CC2=CC(=CC(=C12)O)S(=O)(=O)O)S(=O)(=O)O 1-amino-8-hydroxy-3,6-naphthalenedisulfonic acid